methyl (E)-3-phenylprop-2-enoate C1(=CC=CC=C1)/C=C/C(=O)OC